3-bromo-2-methyl-6-(2-fluoro-6-methoxyphenyl)-2H-indazole BrC=1N(N=C2C=C(C=CC12)C1=C(C=CC=C1OC)F)C